C[C@@H]1N(CC1)C1=NC=2[C@H]3CC[C@@H](C2C(=N1)C=1C=C(C(=O)N)C=CC1)C3 3-((5R,8S)-2-((S)-2-methylazetidin-1-yl)-5,6,7,8-tetrahydro-5,8-methanoquinazolin-4-yl)benzamide